N-(4-(2-(2,3-Dimethyl-2H-indazol-6-yl)propyl)-6-(((R)-1-hydroxy-4-methylpentan-2-yl)amino)-1,3,5-triazin-2-yl)methanesulfonamide CN1N=C2C=C(C=CC2=C1C)C(CC1=NC(=NC(=N1)N[C@@H](CO)CC(C)C)NS(=O)(=O)C)C